FC=1C=2N(C=C(C1)NC(=O)C=1C=CC(=C3C=CC=NC13)N1CCN(CC1)C(=O)OC(C)(C)C)C=C(N2)C tert-butyl 4-[8-({8-fluoro-2-methylimidazo[1,2-a]pyridin-6-yl}carbamoyl)quinolin-5-yl]piperazine-1-carboxylate